N-(3-trimethoxysilylbutyl)urea CO[Si](C(CCNC(=O)N)C)(OC)OC